The molecule is a steroid sulfate that is (24S)-24-hydroxycholesterol in which both hydroxy hydrogens have been replaced by sulfo groups. It derives from a (24S)-24-hydroxycholesterol. It is a conjugate acid of a (24S)-hydroxycholesterol 3,24-disulfate(2-). C[C@H](CC[C@@H](C(C)C)OS(=O)(=O)O)[C@H]1CC[C@@H]2[C@@]1(CC[C@H]3[C@H]2CC=C4[C@@]3(CC[C@@H](C4)OS(=O)(=O)O)C)C